phenyl (4-(4-fluorophenyl)-but-3-yn-2-yl)carbamate FC1=CC=C(C=C1)C#CC(C)NC(OC1=CC=CC=C1)=O